F[P-](F)(F)(F)(F)F.[IH2+] iodonium hexafluoro-phosphate